2-((3-(2-methoxy-pyridin-4-ylethynyl)pyridin-4-yl)mercapto)-2-methylpropanoic acid COC1=NC=CC(=C1)C#CC=1C=NC=CC1SC(C(=O)O)(C)C